1-(3-chloropropyl)-2-methyl-5-nitroimidazole ClCCCN1C(=NC=C1[N+](=O)[O-])C